N1=C(C=NC=C1)NC(=O)N1CC(C1)OC1=NC=C(C=C1)C1=C(C=CC=C1)F 3-[5-(2-Fluoro-phenyl)-pyridin-2-yloxy]-azetidine-1-carboxylic acid pyrazin-2-ylamide